2-(2-chlorophenyl)-N-[4-(3,4-dicyanophenoxy)-3-sulfamoylphenyl]acetamide ClC1=C(C=CC=C1)CC(=O)NC1=CC(=C(C=C1)OC1=CC(=C(C=C1)C#N)C#N)S(N)(=O)=O